O=S.[Na] sodium oxysulfide